4-amino-1-[(2R,3S,4S,5R)-5-(chloromethyl)-3,4-dihydroxy-5-(hydroxymethyl)oxolan-2-yl]-5-fluoropyrimidin-2-one NC1=NC(N(C=C1F)[C@@H]1O[C@@]([C@H]([C@@H]1O)O)(CO)CCl)=O